C(#C)C1=CC=C(C=N1)OC1CN(C1)C1=CC=C(C=N1)C=1C=2N(C=C(C1)O)N=CC2C#N 4-[6-[3-[(6-ethynyl-3-pyridinyl)oxy]azetidin-1-yl]-3-pyridinyl]-6-hydroxy-pyrazolo[1,5-a]pyridine-3-carbonitrile